COC(CN(CC1=CC(=CC=C1)C=1OC(=NN1)C=1C(=C(C=CC1)C1=CC=CC=C1)C)C)=O N-methyl-N-(3-(5-(2-methyl-[1,1'-biphenyl]-3-yl)-1,3,4-oxadiazol-2-yl)benzyl)glycine methyl ester